P(=O)([O-])(OP(=O)(O)O)OCC[N+](C)(C)C diphospho-choline